2,6-dimethyl-hepta-1,5-diene CC(=C)CCC=C(C)C